1-methyl-3-(2-ethylhexyl)imidazolium formate C(=O)[O-].CN1C=[N+](C=C1)CC(CCCC)CC